5-(3,3-dimethyl-2-oxo-1-(pyridin-3-yl)indolin-4-yl)-N-(4-fluorophenyl)-2-methylnicotinamide CC1(C(N(C2=CC=CC(=C12)C=1C=NC(=C(C(=O)NC2=CC=C(C=C2)F)C1)C)C=1C=NC=CC1)=O)C